3-(5-(benzylthio)-4-methylthiazol-2-yl)-1-(4-bromophenyl)-1-((3-(hydroxymethyl)oxetan-3-yl)methyl)urea C(C1=CC=CC=C1)SC1=C(N=C(S1)NC(N(CC1(COC1)CO)C1=CC=C(C=C1)Br)=O)C